tert-butyl (3R,4R)-3-((((benzyloxy)carbonyl)amino)methyl)-4-hydroxypyrrolidine-1-carboxylate C(C1=CC=CC=C1)OC(=O)NC[C@@H]1CN(C[C@@H]1O)C(=O)OC(C)(C)C